Hexenyl-triethoxysilane C(=CCCCC)[Si](OCC)(OCC)OCC